COC(=O)[C@@H]1OC2=CC=C(C=C2CC1)F |r| racemic-6-fluoro-chroman-2-carboxylic acid methyl ester